2-(azetidin-3-yl)-4-chloro-6-methylthieno[2,3-d]pyrimidine N1CC(C1)C=1N=C(C2=C(N1)SC(=C2)C)Cl